CN(C(=O)C1=CSC=C1)C N,N-dimethyl-thiophene-3-formamide